CP(=O)(C)C1=CC=CC(=N1)N1N(CC=2C1=NC(=NC2)NC2=CC=C1CCNCC1=C2)C(C)C 1-(6-(dimethylphosphoryl)pyridin-2-yl)-2-Isopropyl-6-((1,2,3,4-tetrahydroisoquinolin-7-yl)amino)-1,2-dihydro-3H-pyrazolo[3,4-d]pyrimidine